C(C1=CC=CC=C1)OC(=O)NC(C)(C)C1=CC(=NC(=C1)C1=CC=C(C=C1)F)O[C@H]1[C@@H]2CN(C[C@]12C)C(=O)OC(C)(C)C |o1:28,29,33| tert-butyl rel-(1R,5S,6S)-6-((4-(2-(((benzyloxy)carbonyl)amino)propan-2-yl)-6-(4-fluorophenyl)pyridin-2-yl)oxy)-1-methyl-3-azabicyclo[3.1.0]hexane-3-carboxylate